CNC=1C=C(C(=C(C1)NC)O)C 4,6-dimethylaminocresol